ethyl 7-[2-[4-(trifluoromethyl)phenoxy]-3-pyridyl]-[1,2,4]triazolo[4,3-a]pyridine-3-carboxylate FC(C1=CC=C(OC2=NC=CC=C2C2=CC=3N(C=C2)C(=NN3)C(=O)OCC)C=C1)(F)F